ethyl 5-amino-2-[6-fluoro-2-[(5-fluoro-2-methyl-pyrimidin-4-yl)amino]-3-pyridyl]-6-(5-methyl-1-tetrahydropyran-2-yl-indazol-4-yl)pyrimidine-4-carboxylate NC=1C(=NC(=NC1C1=C2C=NN(C2=CC=C1C)C1OCCCC1)C=1C(=NC(=CC1)F)NC1=NC(=NC=C1F)C)C(=O)OCC